ethyl 2-(3,4-dichlorophenyl)-1-ethyl-4-oxo-6-[[3-(trifluoromethyl)pyrazol-1-yl]methyl]pyridine-3-carboxylate ClC=1C=C(C=CC1Cl)C=1N(C(=CC(C1C(=O)OCC)=O)CN1N=C(C=C1)C(F)(F)F)CC